CN(CCCN(CC(C)O)CCCN(C)C)C bis(3-dimethylaminopropyl)(2-hydroxypropyl)amine